O=C1CN(CC(C1)=O)C(=O)OC(C)(C)C tertiary-butyl 3,5-dioxopiperidine-1-carboxylate